C(C)(C)(C)C1(CC=NO1)C 5-(tert-butyl)-5-methyl-4,5-dihydroisoxazole